N-(3-chloro-5-((2-hydroxyethyl)sulfonamido)phenyl)-4-(3-fluoro-5-(3-(trifluoromethyl)azetidin-1-yl)pyridin-2-yl)-5-methylthiophene-2-carboxamide ClC=1C=C(C=C(C1)NS(=O)(=O)CCO)NC(=O)C=1SC(=C(C1)C1=NC=C(C=C1F)N1CC(C1)C(F)(F)F)C